C(CCCCCCCC=CCCCCCC)(=O)O hexadec-9-enoic acid